ClC=1C(=C(C(SC[C@H]2OC([C@@H]([C@H]([C@@H]2O)O)O)O)=O)C(=CC1)Cl)OC S-(((2S,3S,4S,5R)-3,4,5,6-tetrahydroxytetrahydro-2H-pyran-2-yl)methyl) 3,6-dichloro-2-methoxybenzothioate